5-chloro-4-(5-iodo-3,4-dihydro-2H-quinolin-1-yl)-1H-quinazolin-2-one ClC1=C2C(=NC(NC2=CC=C1)=O)N1CCCC2=C(C=CC=C12)I